N-(2-hydroxy-2-methylpropyl)-3-(2-(1-methyl-1H-pyrazol-4-yl)furo[3,2-b]pyridin-7-yl)benzenesulfonamide OC(CNS(=O)(=O)C1=CC(=CC=C1)C1=C2C(=NC=C1)C=C(O2)C=2C=NN(C2)C)(C)C